C1=CC(=CC=C1N)S(=O)(=O)C2=CC=C(C=C2)NCCO 2-p-Sulfanilylanilinoethanol